(R)-4-((2-methoxyethyl)(4-(5,6,7,8-tetrahydro-1,8-naphthyridin-2-yl)butyl)amino)-2-(quinazolin-4-ylamino)butanoic acid COCCN(CC[C@H](C(=O)O)NC1=NC=NC2=CC=CC=C12)CCCCC1=NC=2NCCCC2C=C1